N-(4-(1-((4-acetyl-1-(1H-1,2,4-triazole-1-carbonyl)piperazin-2-yl)methyl)-4-amino-1H-pyrazolo[3,4-d]pyrimidin-3-yl)benzyl)-5-fluoro-2-methoxybenzamide C(C)(=O)N1CC(N(CC1)C(=O)N1N=CN=C1)CN1N=C(C=2C1=NC=NC2N)C2=CC=C(CNC(C1=C(C=CC(=C1)F)OC)=O)C=C2